2-amino-9-((2R,3R,5S)-3-hydroxy-5-(hydroxymethyl)tetrahydrofuran-2-yl)-7-(thiophen-3-ylmethyl)-7,9-dihydro-8H-purin-8-one NC1=NC=C2N(C(N(C2=N1)[C@@H]1O[C@@H](C[C@H]1O)CO)=O)CC1=CSC=C1